5-((3,3-difluoro-1-methylpiperidin-4-yl)oxy)-6-isopropoxyquinazolin-4-amine FC1(CN(CCC1OC1=C2C(=NC=NC2=CC=C1OC(C)C)N)C)F